C(C)(C)(C)OC(=O)C=1C=C(C(=O)O)C=CC1 3-(tert-butoxycarbonyl)benzoic acid